2-(Piperazin-1-yl)-3-(4-(trifluoromethyl)phenyl)pyrazine tert-butyl-3-(5-amino-6-methoxypyridin-2-yl)pyrrolidine-1-carboxylate C(C)(C)(C)OC(=O)N1CC(CC1)C1=NC(=C(C=C1)N)OC.N1(CCNCC1)C1=NC=CN=C1C1=CC=C(C=C1)C(F)(F)F